COC=1C(=CC(=C(C1)N1CCC(CC1)N1CCOCC1)C)[N+](=O)[O-] 4-(1-(5-methoxy-2-methyl-4-nitrophenyl)piperidin-4-yl)morpholine